β-chloropropionyl chloride ClCCC(=O)Cl